SCC(C(=O)[O-])=O MERCAPTOPYRUVATE